methyl-4-(2-Acetoxyacetyl)-2-chloro-6-(5-(3-chloro-6-cyano-5-cyclopropyloxy-2-fluorophenyl)-1-methyl-1H-pyrazol-4-yl)nicotinic acid CC=1C(=NC(=C(C(=O)O)C1C(COC(C)=O)=O)Cl)C=1C=NN(C1C1=C(C(=CC(=C1C#N)OC1CC1)Cl)F)C